6-[(benzyloxy)carbonyl]-L-lysine C(C1=CC=CC=C1)OC(=O)C(CCC[C@H](N)C(=O)O)N